C1(=CC=CC=2C3=CC=CC=C3NC12)O carbazole-1-ol